FC1=C(O[C@H]2C[C@]3([C@H](CN(C3)C[C@@H](O)C=3C=C4CCC(NC4=CC3)=O)C2)O)C=CC(=C1)F 6-((S)-2-((3aR,5R,6aS)-5-(2,4-difluorophenoxy)-3a-hydroxyhexahydrocyclopenta[c]pyrrol-2(1H)-yl)-1-hydroxyethyl)-3,4-dihydroquinolin-2(1H)-one